aluminum cadmium-arsenic [As].[Cd].[Al]